FC=1C=C(C#N)C=CC1OC[C@H](C)OC1=CC(=CC=C1)N1C(=NC=C1)C (S)-3-fluoro-4-(2-(3-(2-methyl-1H-imidazol-1-yl)phenoxy)propoxy)benzonitrile